O=S1(CC2(C1)CCN(CC2)C2=C(C=C(C=C2F)N2C(O[C@H](C2)CNC(=O)C=2OC=CC2)=O)F)=O (S)-N-((3-(4-(2,2-dioxido-2-thia-7-azaspiro[3.5]nonan-7-yl)-3,5-difluorophenyl)-2-oxooxazolidin-5-yl)methyl)furan-2-carboxamide